2-iodothieno[2,3-c]pyridine-3-carbonitrile IC1=C(C=2C(=CN=CC2)S1)C#N